4-((3-(4-(((1S,4S)-4-(2-oxa-8-azaspiro[4.5]decan-8-yl)cyclohexyl)amino)-1-(2,2,2-trifluoroethyl)-1H-benzo[d]imidazol-2-yl)prop-2-yn-1-yl)amino)-3-methoxybenzenesulfonamide C1OCCC12CCN(CC2)C2CCC(CC2)NC2=CC=CC=1N(C(=NC12)C#CCNC1=C(C=C(C=C1)S(=O)(=O)N)OC)CC(F)(F)F